ClC=1C=C2C(=C(NC2=CC1)C(=O)OCC)C=1N=NN(C1)CC1CCN(CC1)CCNS(=O)(=O)C1=CC=C(C=C1)CC Ethyl 5-chloro-3-(1-((1-(2-((4-ethylphenyl)sulfonamido)ethyl)piperidin-4-yl)methyl)-1H-1,2,3-triazol-4-yl)-1H-indol-2-carboxylat